7-((5-(2-fluoroethoxy)-pyridin-2-yl)methoxy)-1,2,3,4-tetrahydroisoquinoline trifluoroacetate FC(C(=O)O)(F)F.FCCOC=1C=CC(=NC1)COC1=CC=C2CCNCC2=C1